ClC1=CC=NC2=CC(=C(C=C12)OC)OC(F)F 4-chloro-7-(difluoromethoxy)-6-methoxyquinoline